3-((4-nitro-1-(tetrahydro-2H-pyran-2-yl)-1H-pyrazol-5-yl)oxy)propan-1-ol [N+](=O)([O-])C=1C=NN(C1OCCCO)C1OCCCC1